FC=1C(NC(N(C1)C1=CC=C(C=C1)N)=O)=O 5-fluoro-1-(4-aminophenyl)-1,2,3,4-tetrahydropyrimidine-2,4-dione